C(C1=CC=CC=C1)OC(=O)NCC1(CN(C1)C(=O)OC(C)(C)C)F tert-butyl 3-((benzyloxycarbonylamino)methyl)-3-fluoroazetidine-1-carboxylate